CN([C@@H]1[C@H]([C@@H](O[C@@H](C1)C)OC1OC(C(C(C(CC(CCCN(C1)CC)(C)OC)C)=O)(C)C)=O)O)C (((2S,3R,4S,6R)-4-(dimethylamino)-3-hydroxy-6-methyltetrahydro-2H-pyran-2-yl)oxy)-4-ethyl-8-methoxy-8,10,12,12-tetramethyl-1-oxa-4-azacyclotridecane-11,13-dione